ammonium n-butoxide [O-]CCCC.[NH4+]